C1(=C(C(=CC=C1)C)C)C(C(=O)O)(O)C(O)C(=O)O xylyltartaric acid